3-{1-[1-(1H-pyrrolo[2,3-b]pyridin-4-yl)ethyl]-4-piperidinyl}-1-[5-(trifluoromethyl)-3-pyridinyl]-2,4-imidazolidinedione N1C=CC=2C1=NC=CC2C(C)N2CCC(CC2)N2C(N(CC2=O)C=2C=NC=C(C2)C(F)(F)F)=O